[(1S)-2,2,2-trifluoro-1-methyl-ethyl] 2-amino-4-methyl-thiazole-5-carboxylate NC=1SC(=C(N1)C)C(=O)O[C@H](C(F)(F)F)C